tert-butyl (tert-butoxycarbonyl)(3-nitro-5-(trifluoromethyl)phenyl)carbamate C(C)(C)(C)OC(=O)N(C(OC(C)(C)C)=O)C1=CC(=CC(=C1)C(F)(F)F)[N+](=O)[O-]